2-butyl-8-fluoro-2-methyl-2,3-dihydro-4H-benzo[e][1,3]oxazin-4-one C(CCC)C1(OC2=C(C(N1)=O)C=CC=C2F)C